C(#N)N1C[C@@H](CC1)NC(C1=NC=CC(=C1)N(C)CC(C)C)=O (R)-N-(1-cyanopyrrolidin-3-yl)-4-(N-methylisobutylamino)picolinamide